(3S,4R,5R,6S)-1-{6-[(3-ethoxybenzyl)oxy]-5-fluorohexyl}-3,4,5,6-azepanetetrol C(C)OC=1C=C(COCC(CCCCN2C[C@@H]([C@H]([C@@H]([C@H](C2)O)O)O)O)F)C=CC1